[Fe-3](C#N)(C#N)(C#N)(C#N)(C#N)C#N.[K+].[Ca+2] calcium potassium ferricyanide